(S)-2-(6-((1-methylpiperidin-3-yl)amino)-4-(trifluoromethyl)pyridazin-3-yl)-5-(trifluoromethyl)phenol CN1C[C@H](CCC1)NC1=CC(=C(N=N1)C1=C(C=C(C=C1)C(F)(F)F)O)C(F)(F)F